FC(C1=NNC=C1C1=CC=C2C(N(C=NC2=C1)CC1=CC(=CC=C1)OC)=O)F 7-(3-(Difluoromethyl)-1H-pyrazol-4-yl)-3-(3-methoxybenzyl)quinazolin-4(3H)-one